biscarboxyl-N,N'-bis(2,2,6,6-tetramethyl-4-piperidinyl)hexamethylenediamine C(=O)(O)N(CCCCCCN(C1CC(NC(C1)(C)C)(C)C)C(=O)O)C1CC(NC(C1)(C)C)(C)C